N-[(1R,3S)-3-{[6-chloro-2-(trifluoromethyl)quinolin-4-yl]amino}cyclohexyl]-1-(propan-2-yl)-1H-pyrazole-4-carboxamide ClC=1C=C2C(=CC(=NC2=CC1)C(F)(F)F)N[C@@H]1C[C@@H](CCC1)NC(=O)C=1C=NN(C1)C(C)C